C(CC)(=O)O.C1(=CC=CC2=CC=CC=C12)N (1-naphthamin) propionate